methyl 4-amino-3-(prop-2-yn-1-yloxy)benzoate NC1=C(C=C(C(=O)OC)C=C1)OCC#C